NC1=NC=2C=CC(=CC2C2=C1COC2)C(=O)N([C@H]2COC1=C2C=CC(=C1)C(F)(F)F)C (R)-4-amino-N-methyl-N-(6-(trifluoromethyl)-2,3-dihydrobenzofuran-3-yl)-1,3-dihydrofuro[3,4-c]quinoline-8-carboxamide